C(#N)C1=CC(=C(C(=O)N[C@H]2[C@H]([C@@H]3C=C[C@H]2C3)C(=O)OC)C=C1OC1CCC(CC1)(C(=O)OCC1=CC=CC3=CC=CC=C13)C)OC Methyl (1S,2S,3R,4R)-3-(4-cyano-2-methoxy-5-(((1s,4S)-4-methyl-4-((naphthalen-1-ylmethoxy)carbonyl)cyclohexyl)oxy)benzamido)bicyclo[2.2.1]hept-5-ene-2-carboxylate